4-methyloxane-4-amine CC1(CCOCC1)N